(R)-N-((R)-1-(4-bromothiophen-2-yl)ethyl)-2-methylpropan-2-sulfinamide BrC=1C=C(SC1)[C@@H](C)N[S@](=O)C(C)(C)C